FC(C(=O)N)(C1=CC(=CC=C1)OCCOC(C)C)F difluoro-2-(3-(2-isopropoxyethoxy)phenyl)acetamide